O1C2=C(SC1)C=CC=C2 benzo1,4-oxathiolane